C(=O)O.NCC(=O)NCCNC(C1=C(C=C(C=C1)NC=1C=2N(C=CN1)C(=CN2)C2=C(C(=C(C=C2)OCC#N)F)F)CC)=O N-[2-[(2-aminoacetyl)amino]ethyl]-4-[[3-[4-(cyanomethoxy)-2,3-difluorophenyl]imidazo[1,2-a]pyrazin-8-yl]amino]-2-ethyl-benzamide formate